2-(difluoromethyl)-4-fluoro-N-[4-fluoro-5-(2-morpholin-4-ylpyrimidin-5-yl)-2-[(3R)-3,4-dimethylpiperazin-1-yl]phenyl]benzamide FC(C1=C(C(=O)NC2=C(C=C(C(=C2)C=2C=NC(=NC2)N2CCOCC2)F)N2C[C@H](N(CC2)C)C)C=CC(=C1)F)F